5-methyl-5,6,7,8-tetrahydronaphthalene-2-amine CC1C=2C=CC(=CC2CCC1)N